cobalt boric acid B(O)(O)O.[Co]